3-Butyryl-2,6-dihydroxy-4-methoxy-5-methylbenzoic acid C(CCC)(=O)C=1C(=C(C(=O)O)C(=C(C1OC)C)O)O